C(C)(C)(C)N1N=NC(=C1)C(=O)NC(C)C1CCNCC1 1-(tert-butyl)-N-(1-(piperidin-4-yl)ethyl)-1H-1,2,3-triazole-4-carboxamide